FC(N1N=CC2=C(C=CC=C12)C1=CC(=C(CN2C(C3=NC=CC=C3C2=O)([2H])[2H])C(=C1)F)F)F 6-(4-(1-(difluoromethyl)1H-indazol-4-yl)-2,6-difluorobenzyl)-6,7-dihydro-5H-pyrrolo[3,4-b]pyridin-5-one-7,7-d2